(5-chloro-6-(dimethylcarbamoyl)pyridin-3-yl)-2,9,9-trimethyl-8,9-dihydro-7H-imidazo[1,2-b]pyrrolo[3,2-d]pyridazine-7-carboxamide ClC=1C=C(C=NC1C(N(C)C)=O)C1=C(N=C2N1N=CC1=C2C(CN1C(=O)N)(C)C)C